6-(4-(2-(2-Aminopyridin-3-yl)-5-phenyl-3H-imidazo[4,5-b]pyridin-3-yl)benzyl)-2,6-diazaspiro[3.4]octane-2-carbonitrile NC1=NC=CC=C1C1=NC=2C(=NC(=CC2)C2=CC=CC=C2)N1C1=CC=C(CN2CC3(CN(C3)C#N)CC2)C=C1